1-octylnonyl 8-[3-aminopropyl-(6-oxo-6-undecoxy-hexyl)amino]octanoate NCCCN(CCCCCCCC(=O)OC(CCCCCCCC)CCCCCCCC)CCCCCC(OCCCCCCCCCCC)=O